(3-(11-amino-1,2,3,4-tetrahydro-6H-indolo[2,3-b]quinolin-6-yl)propyl)-5-methyl-3-phenylisoxazole-4-carboxamide NC1=C2C(=NC=3CCCCC13)N(C=1C=CC=CC12)CCCNC(=O)C=1C(=NOC1C)C1=CC=CC=C1